Dibenzyl (4-((2-cyanoethyl)amino)-3-hydroxy-2,2-bis(methyl-d3)-4-oxobutyl) phosphate P(=O)(OCC1=CC=CC=C1)(OCC1=CC=CC=C1)OCC(C(C(=O)NCCC#N)O)(C([2H])([2H])[2H])C([2H])([2H])[2H]